CC1(CN(CC(C=C1)=C=O)C(=O)OC(C)(C)C)C Tert-butyl 3,3-dimethyl-6-carbonylazepine-1-carboxylate